OCC(C)(C)NC(=O)C=1C=2C[C@@H]3[C@H](C2N(N1)C1=NC=C(C=C1)C)C3 (1aR,5aR)-2-(5-Methyl-pyridin-2-yl)-1a,2,5,5a-tetrahydro-1H-2,3-diaza-cyclopropa[a]pentalene-4-carboxylic acid (2-hydroxy-1,1-dimethyl-ethyl)-amide